FC(C(=O)O)(F)F.FC(C(=O)O)(F)F.C[C@@H]1CN(C[C@@H](N1)C)C1=CC(=C2C(=NC=NC2=C1)NC=1C=C(C=2N(C1)C=C(N2)C)F)F 7-((3R,5S)-3,5-dimethylpiperazin-1-yl)-5-fluoro-N-(8-fluoro-2-methylimidazo[1,2-a]pyridin-6-yl)quinazolin-4-amine bis(2,2,2-trifluoroacetate)